3-Bromo-4-(1,1-difluoro-2-methoxyethyl)benzoic acid BrC=1C=C(C(=O)O)C=CC1C(COC)(F)F